tert-butyl 1-methylcyclopropylperoxycarboxylate CC1(CC1)C(=O)OOC(C)(C)C